C1N(CC12CCCC2)C=2N=CC(=NC2)C2CN(C2)C(=O)OC(C)(C)C Tert-Butyl 3-[5-(2-azaspiro[3.4]octan-2-yl)pyrazin-2-yl]azetidine-1-carboxylate